ClC1=C(C(=NN1)C)NC(C1=C(C=C(C(=C1)F)C1=NC(=C(C=C1)F)C(C(F)(F)F)O)O[C@H](C(F)(F)F)C)=O N-(5-Chloro-3-methyl-1H-pyrazol-4-yl)-5-fluoro-4-(5-fluoro-6-(2,2,2-trifluoro-1-hydroxyethyl)pyridin-2-yl)-2-(((S)-1,1,1-trifluoropropan-2-yl)oxy)benzamide